C1(=CC=CC=C1)C1=C(C1=O)C1=CC=CC=C1 1,2-diphenylcyclopropen-3-one